3-(tert-butyl)-5-(3-chlorophenoxy)-N-[(4-fluorobenzyl)oxy]-1-methyl-1H-pyrazole-4-carboxamide C(C)(C)(C)C1=NN(C(=C1C(=O)NOCC1=CC=C(C=C1)F)OC1=CC(=CC=C1)Cl)C